C1(C=CC(N1[C@@H](C(=O)O)CC)=O)=O r-maleimidobutyric acid